methyl 2-methyl-α-methoxyiminophenylacetate CC1=C(C=CC=C1)C(C(=O)OC)=NOC